1-(2-hydroxyphenyl)-3-phenylpropane-1-one OC1=C(C=CC=C1)C(CCC1=CC=CC=C1)=O